C(C)(C)(C)OC(=O)N1CCC(CC1)C1=CC=C(C2=C1C=CO2)C(=O)O 4-[1-(tert-butoxycarbonyl)piperidin-4-yl]-1-benzofuran-7-carboxylic acid